1-{[(9H-fluoren-9-ylmethyl)oxy]carbonyl}piperidine-4-carboxylic acid C1=CC=CC=2C3=CC=CC=C3C(C12)COC(=O)N1CCC(CC1)C(=O)O